1,1,2,3,3,4,4,5,5,6,6,6-dodecafluoro-1-hexene FC(=C(C(C(C(C(F)(F)F)(F)F)(F)F)(F)F)F)F